F[B-](F)(F)F.NC(CC)C1=NC=CN1CCCC 1-aminopropyl-3-butylimidazole tetrafluoroborate